C1(=C(C=CC=C1)[S+](C1=C(C=CC=C1)C)C1=C(C=CC=C1)C)C tri(o-tolyl)sulfonium